3-[(3-ethyloxetan-3-yl)methoxy]propyltrimethoxysilane C(C)C1(COC1)COCCC[Si](OC)(OC)OC